BrC1=CC=C(C=C1)N1N=NC2=C1C(=C(C(=C2)F)O)F 1-(4-Bromophenyl)-5,7-difluoro-1H-benzo[d][1,2,3]triazol-6-ol